copper bis(3-methacryloyloxypropionate) C(C(=C)C)(=O)OCCC(=O)[O-].C(C(=C)C)(=O)OCCC(=O)[O-].[Cu+2]